N-[1-[4-methyl-2(S)-sulfanylpentanamido]cyclopentyl-carbonyl]-L-tryptophan CC(C[C@@H](C(=O)NC1(CCCC1)C(=O)N[C@@H](CC1=CNC2=CC=CC=C12)C(=O)O)S)C